(2'-(4,4-difluoro-2-methylcyclohexyl)-3-fluoro-[2,4'-bipyridyl]-3'-yl)carbamic acid tert-butyl ester C(C)(C)(C)OC(NC=1C(=NC=CC1C1=NC=CC=C1F)C1C(CC(CC1)(F)F)C)=O